palmitoyl glutamate N[C@@H](CCC(=O)[O-])C(=O)OC(CCCCCCCCCCCCCCC)=O